C(C1=CC=CC=C1)N1C2=NC=NC(=C2N=C1C1=C(C=C(OCCN2C3CNCC2C3)C=C1)Cl)OC1(CC1)C 6-(2-(4-(9-benzyl-6-(1-methylcyclopropoxy)-9H-purin-8-yl)-3-chlorophenoxy)ethyl)-3,6-diazabicyclo[3.1.1]heptane